C(C)C=1C=NN2C1N=C(C=C2NCC=2C=NC(=CC2)OCCNC)N2[C@@H](CCCC2)CCO 2-[(2S)-1-[3-ethyl-7-[[6-[2-(methylamino)ethoxy]-3-pyridyl]methylamino]pyrazolo[1,5-a]pyrimidin-5-yl]-2-piperidyl]ethanol